C(C=C)(=O)NC1=CC(=C(C(=O)NC2=CC=CC=C2)C=C1)NC1=NC(=NC=C1)NC=1C=NN(C1)C 4-acrylamido-2-((2-((1-methyl-1H-pyrazol-4-yl)amino)pyrimidin-4-yl)amino)-N-phenylbenzamide